3-[3-[2-[[1-(2-bromoacetyl)-4-piperidyl]amino]-5-fluoro-pyrimidin-4-yl]phenyl]-1H-pyridin-2-one BrCC(=O)N1CCC(CC1)NC1=NC=C(C(=N1)C=1C=C(C=CC1)C=1C(NC=CC1)=O)F